C12C(C3CC(CC(C1)C3)C2)NC(=O)C=2NC=C(C2)C=2C=NC(=NC2)OC N-(adamantan-2-yl)-4-(2-methoxypyrimidin-5-yl)-1H-pyrrole-2-carboxamide